CC1(CN(C1)CC(=O)NC=1N=CC2=CC=C(C=C2C1)C=1C=NN(C1)C)C 2-(3,3-dimethylazetidin-1-yl)-N-(6-(1-methyl-1H-pyrazol-4-yl)isoquinolin-3-yl)acetamide